CN(C([C@H](C)C1CCOCC1)=O)C1=CC2=C(NC(=N2)C2=NNC=3C[C@@]4([C@H](CC23)C4)C)C=C1 (R)-N-methyl-N-(2-((4aS,5aR)-5a-methyl-1,4,4a,5,5a,6-hexahydrocyclopropa[f]indazol-3-yl)-1H-benzo[d]imidazol-5-yl)-2-(tetrahydro-2H-pyran-4-yl)propanamide